3-[(3R,9aS)-8-(2-chloro-3-methoxy-benzoyl)-3,4,6,7,9,9a-hexahydro-1H-pyrazino[2,1-c][1,4]oxazin-3-yl]-6-(trifluoromethyl)-1H-pyridin-2-one ClC1=C(C(=O)N2C[C@H]3CO[C@@H](CN3CC2)C=2C(NC(=CC2)C(F)(F)F)=O)C=CC=C1OC